ferric citrate hydrate O.C(CC(O)(C(=O)[O-])CC(=O)[O-])(=O)[O-].[Fe+3]